2,5-dimercapto-terephthalaldehyde SC1=C(C=O)C=C(C(=C1)C=O)S